FC(C)(C)C1=CC=CC(=N1)C(=O)Cl 6-(2-Fluoropropan-2-yl)picolinoyl chloride